4-(4-fluoro-2-methyl-phenyl)-7-isopropoxyquinolin-2(1H)-one FC1=CC(=C(C=C1)C1=CC(NC2=CC(=CC=C12)OC(C)C)=O)C